(2R,3S,4R,5S,6R)-2-(hydroxymethyl)-6-((R)-1-(2-(trifluoromethyl)-4-(5-(trifluoromethyl)pyrazin-2-yl)phenyl)ethyl)tetrahydro-2H-pyran-3,4,5-triol OC[C@H]1O[C@@H]([C@H]([C@H]([C@@H]1O)O)O)[C@H](C)C1=C(C=C(C=C1)C1=NC=C(N=C1)C(F)(F)F)C(F)(F)F